BrC=1C(=C2C(=NC(=NC2=CC1)N)N)Cl 6-Bromo-5-chloroquinazoline-2,4-diamine